C1(CC1)C=1C=CC(=NC1)N1N=CC(=C1)S(=O)(=O)NC1=C2C(=NNC2=CC=C1)C 1-(5-CYCLOPROPYLPYRIDIN-2-YL)-N-(3-METHYL-1H-INDAZOL-4-YL)-1H-PYRAZOLE-4-SULFONAMIDE